C(C1=CC=CC=C1)(C1=CC=CC=C1)N1C2CN(CC1CC2)C(=O)C=2C1=C(C=NC2)C=CN1 (8-benzhydryl-3,8-diazabicyclo[3.2.1]octan-3-yl)(1H-pyrrolo[3,2-c]pyridin-7-yl)methanone